8-bromo-7-(pyridin-4-yl)-3,4-dihydropyrrolo[1,2-a]pyrazin-1(2H)-one BrC=1C(=CN2C1C(NCC2)=O)C2=CC=NC=C2